C(=O)[O-].OCCN(C(=O)C=1SC=C(C1NC(C[N+]1(CCCCCC1)CC(=O)NC1=C(SC=C1C)C(=O)OC)=O)C)CCO 1-(2-((2-(bis(2-hydroxyethyl)carbamoyl)-4-methylthiophen-3-yl)amino)-2-oxoethyl)-1-(2-((2-(methoxycarbonyl)-4-methylthiophen-3-yl)amino)-2-oxoethyl)azepan-1-ium formate